C(C)(C)(C)OC(=O)N1CC2=C(CC1)N(N=C2B(O)O)COCC[Si](C)(C)C 5-(tert-butoxycarbonyl)-1-((2-(trimethylsilyl)ethoxy)methyl)-4,5,6,7-tetrahydro-1H-pyrazolo[4,3-c]pyridin-3-ylboronic acid